CC(C)N1N=CC(=C1)NC(=O)C=1N=C(SC1)C=1C=NNC1 N-[1-(1-methylethyl)-1H-pyrazol-4-yl]-2-(1H-pyrazol-4-yl)-1,3-thiazole-4-carboxamide